methyl 8-((4-((4-morpholinylpyrimidin-2-yl) amino)-7-methoxyquinazolin-6-yl) amino)-8-oxooctanoate N1(CCOCC1)C1=NC(=NC=C1)NC1=NC=NC2=CC(=C(C=C12)NC(CCCCCCC(=O)OC)=O)OC